ClC1=C(C=CC=C1OC)CC=O 2-(2-Chloro-3-methoxyphenyl)acetaldehyde